N-(2-(1H-imidazol-1-yl)ethyl)-4'-(3-(1-(2-cyanopyrimidin-4-yl)cyclohexyl)ureido)-[1,1'-biphenyl]-4-carboxamide N1(C=NC=C1)CCNC(=O)C1=CC=C(C=C1)C1=CC=C(C=C1)NC(=O)NC1(CCCCC1)C1=NC(=NC=C1)C#N